N-[3-(trimethylammonio)propyl]methacrylamide chloride [Cl-].C[N+](CCCNC(C(=C)C)=O)(C)C